methyl (quinolin-7-ylmethyl) oxalate C(C(=O)OCC1=CC=C2C=CC=NC2=C1)(=O)OC